FC1=CC=C(C=N1)C1=CC=C2C=CC=CN2C1=O 3-(6-Fluoropyridin-3-yl)-4H-quinolizin-4-one